N-(β-cyanoethyl)-epsilon-caprolactam C(#N)CCN1C(CCCCC1)=O